C(C)(C)(C)OC(=O)N[C@H](C(=O)O)C(C)C (S)-2-((tert-butyloxycarbonyl)amino)-3-methylbutyric acid